C(C)(=O)O[C@@H]1[C@@H]([C@H](C(OC(C)=O)O[C@@H]1COC(C)=O)OC)N=[N+]=[N-] acetyl 4,6-di-O-acetyl-3-azido-3-deoxy-2-O-methyl-D-galactopyranoside